bis{3,5-difluoro-2-[5-(trifluoromethyl)pyridin-2-yl]phenyl}hexafluoro-iridium (I) FC=1C(=C(C=C(C1)F)[Ir-7](F)(F)(F)(F)(F)(F)C1=C(C(=CC(=C1)F)F)C1=NC=C(C=C1)C(F)(F)F)C1=NC=C(C=C1)C(F)(F)F